3-(3-((4-chloro-3-fluorobenzyl)oxy)-4-((2,2,2-trifluoroethyl)sulfonamido)phenyl)-5-((5-methylpyrazin-2-yl)amino)-1H-pyrazole-4-carboxamide ClC1=C(C=C(COC=2C=C(C=CC2NS(=O)(=O)CC(F)(F)F)C2=NNC(=C2C(=O)N)NC2=NC=C(N=C2)C)C=C1)F